Methyl (Z)-1-(4-amino-2-fluorobut-2-en-1-yl)-4-(5-(N-cyclopropylsulfamoyl)-2-methoxyphenyl)-1H-benzo[d]imidazole-6-carboxylate NC\C=C(\CN1C=NC2=C1C=C(C=C2C2=C(C=CC(=C2)S(NC2CC2)(=O)=O)OC)C(=O)OC)/F